(2S,3S,4R,5S)-N-(3-carbamoyl-4-fluorophenyl)-3-(2-(difluoromethoxy)-3,4-difluorophenyl)-4,5-dimethyl-5-(trifluoromethyl)tetrahydrofuran-2-carboxamide C(N)(=O)C=1C=C(C=CC1F)NC(=O)[C@H]1O[C@@]([C@@H]([C@H]1C1=C(C(=C(C=C1)F)F)OC(F)F)C)(C(F)(F)F)C